NCC(CCS)S 4-aminobutan-1,3-dithiol